4-(3-benzyl-9-methyl-4H,6H-thieno[2,3-e][1,2,4]triazolo[3,4-c][1,4]oxazepin-2-yl)but-3-yn-1-ol C(C1=CC=CC=C1)C1=C(SC=2N3C(COCC21)=NN=C3C)C#CCCO